3-methyl-4-methoxybutanol CC(CCO)COC